O[C@]1([C@@H](CCC1)N1CC(=CC2=C1N=C(N=C2)NC2=CC=C(C=C2)S(=O)(=O)C)I)C 8-((1R,2R)-2-hydroxy-2-methylcyclopentyl)-6-iodo-2-((4-(methylsulfonyl)phenyl)amino)pyrido[2,3-d]-Pyrimidine